(2-methoxy-2-oxoethoxy)propionic acid COC(COC(C(=O)O)C)=O